NC1=NC=2C(=C3C(=NC2)N(C=C3)S(=O)(=O)C3=CC=C(C)C=C3)N1N1CCC(CC1)CC#N (1-(2-amino-6-p-toluenesulfonylimidazo[4,5-d]pyrrolo[2,3-b]pyridin-1(6H)-yl)piperidin-4-yl)acetonitrile